((5-bromopentyl)oxy)(tert-butyl)dimethylsilane BrCCCCCO[Si](C)(C)C(C)(C)C